Monostyrylamine C(=CC1=CC=CC=C1)N